6-methyl-3-chloro-1,2,4,5-tetrazine CC1=NN=C(N=N1)Cl